2-amino-5-n-butyl-3-ethyl-6-methyl-4(3H)-pyrimidone NC1=NC(=C(C(N1CC)=O)CCCC)C